4H-benzo[e][1,3]oxazine O1C=NCC2=C1C=CC=C2